[As]1=CCCC1 Arsenoline